BrC1=CN(C2=NC=C3C(=C21)C2(C(N3C)=O)CCC2)S(=O)(=O)C2=CC=CC=C2 1'-bromo-6'-methyl-3'-(phenylsulfonyl)-3',6'-dihydro-7'H-spiro[cyclobutane-1,8'-dipyrrolo[2,3-b:3',2'-d]pyridin]-7'-one